2-bromo-6-(1-(1-ethoxyethyl)-1H-pyrazol-4-yl)-5-(piperidin-1-yl)-[1,2,4]triazolo[1,5-a]pyrazine BrC1=NN2C(C=NC(=C2N2CCCCC2)C=2C=NN(C2)C(C)OCC)=N1